Methyl 6-(4-chlorophenyl)-2-(5-fluoropyridin-3-yl)-3-oxo-2,3-dihydropyridazine-4-carboxylate ClC1=CC=C(C=C1)C=1C=C(C(N(N1)C=1C=NC=C(C1)F)=O)C(=O)OC